1-((1r,3r)-3-((5-([1,2,4]triazolo[1,5-a]pyridin-6-yl)-4-methoxy-7H-pyrrolo[2,3-d]pyrimidin-2-yl)amino)-1-methylcyclobutyl)pyrrolidin-2-one N=1C=NN2C1C=CC(=C2)C2=CNC=1N=C(N=C(C12)OC)NC1CC(C1)(C)N1C(CCC1)=O